(±)-2-{4-[3-(4-chloro-5-methoxy-1-methyl-1H-indole-2-amido)oxetan-3-yl]phenyl}-2-(oxan-4-yl)acetic acid ClC1=C2C=C(N(C2=CC=C1OC)C)C(=O)NC1(COC1)C1=CC=C(C=C1)[C@H](C(=O)O)C1CCOCC1 |r|